2-(1-adamantyl)-propylene C12(CC3CC(CC(C1)C3)C2)C(=C)C